[I-].CC1(OCCC(C1)[Zn+])C (2,2-dimethyl-tetrahydro-2H-pyran-4-yl)zinc iodide